3-(4-(2-amino-5-(trifluoromethyl)pyrimidin-4-yl)-1H-pyrazol-1-yl)butan-2-ol NC1=NC=C(C(=N1)C=1C=NN(C1)C(C(C)O)C)C(F)(F)F